C(C)(C)(C)OC(=O)NCCN1C(=CC2=CC=C(C(=C12)Cl)Cl)C(=O)OCC ethyl 1-[2-(tert-butoxycarbonylamino)ethyl]-6,7-dichloro-indole-2-carboxylate